[(1R)-3-ethoxy-1-methyl-3-oxo-propyl] 5-bromo-2-chloro-4-fluoro-benzoate BrC=1C(=CC(=C(C(=O)O[C@@H](CC(=O)OCC)C)C1)Cl)F